C(C)(C)(C)OC(=O)N[C@@H]1[C@@H](N(CC1)C(=O)OC)CO[C@@H]1CC[C@@H](CC1)C1=CC=CC=C1 methyl (CIS)-3-((tert-butoxycarbonyl)amino)-2-((((CIS)-4-phenylcyclohexyl)oxy)-methyl)-pyrrolidine-1-carboxylate